N-((6-((4-chlorophenyl)amino)-2-morpholinopyrimidin-4-yl)methyl)pyrimidine-4-carboxamide ClC1=CC=C(C=C1)NC1=CC(=NC(=N1)N1CCOCC1)CNC(=O)C1=NC=NC=C1